COC(C1=C(C=CC=C1)N[C@H](C)C=1C=C(C=C2C(C=C(OC12)N1CCCCC1)=O)C)=O.OC1=CC=C(C)C=C1 Para-hydroxytoluene methyl-2-[[(1R)-1-[6-methyl-4-oxo-2-(1-piperidyl)chromen-8-yl]ethyl]amino]benzoate